C(C)(C)(C)OC(=O)N1[C@H](C[C@H](C1)O[Si](C1=CC=CC=C1)(C1=CC=CC=C1)C(C)(C)C)CO (2R,4R)-4-[(tert-Butyldiphenylsilyl)oxy]-2-(hydroxymethyl)pyrrolidine-1-carboxylic acid tert-butyl ester